ClC1=CC=C(OC(CON2C(C3=CC=CC=C3C2=O)=O)C)C=C1 2-[2-(4-chloro-phenoxy)-propoxy]-isoindole-1,3-dione